The molecule is the copper coordination entity formed from Reactive Red 6 hapten by coordination to copper of the two hydroxy groups of each phenylazo-2-naphthyl substituent. It has a role as an epitope. It is a member of azobenzenes, a bis(azo) compound, a diamino-1,3,5-triazine, a naphthalenesulfonic acid and a copper coordination entity. It contains a Reactive Red 6 hapten. C1=CC(=C(C=C1S(=O)(=O)O)N=NC2=C(C=C3C(=C2O)C=CC(=C3S(=O)(=O)O)NC4=NC(=NC=N4)NC5=C(C6=CC(=C(C(=C6C=C5)O)N=NC7=C(C=CC(=C7)S(=O)(=O)O)O)S(=O)(=O)O)S(=O)(=O)O)S(=O)(=O)O)O.[Cu].[Cu]